N-((1R,3S,5s,7s)-2-(5-(3-cyano-6-(1-methyl-1H-pyrazol-4-yl)pyrazolo[1,5-a]pyridin-4-yl)pyridin-2-yl)-2-azaadamantan-5-yl)acetamide C(#N)C=1C=NN2C1C(=CC(=C2)C=2C=NN(C2)C)C=2C=CC(=NC2)N2[C@@H]1CC3CC(C[C@@H]2C3)(C1)NC(C)=O